S(=O)(=O)(O)O.ClC1=C(OCC(=O)C2=C(N(C3=CC=CC=C23)C)O)C=CC(=C1)Cl 2-(2,4-dichlorophenoxy)-1-(2-hydroxy-1-methyl-1H-indol-3-yl)ethanone sulfate